NC1=NNC2=CC=CC(=C12)C=1C=C(SC1)C(C(=O)O)CC=O (4-(3-amino-1H-indazol-4-yl)thiophen-2-yl)-4-oxobutanoic acid